C1(=C(C=CC=C1)C1=CC=C(C(=O)[C@]2([C@H]([C@H](O)O[C@@H]([C@@]2(O)C(C2=CC=CC=C2)=O)COC(C2=CC=CC=C2)=O)OC(C2=CC=CC=C2)=O)O)C=C1)C p-Tolyl-2-O-benzoyl-3,4,6-O-tri-benzoyl-β-D-galactose